C(C(=O)C([2H])([2H])[2H])([2H])([2H])[2H] aceton-d6